Cl.C[C@H]1N(CCNC1)C1=CC=C(C=C1)O (R)-4-(2-methylpiperazin-1-yl)phenol hydrochloride salt